NC1=C(C=C(C=C1)N)P(O)(O)=O 2,5-diaminophenylphosphonic acid